FC1=CC=C(C=C1)N=NC1=CC=C(C=C1)F 4,4'-difluoroazobenzene